O1N=C(C2=C1C=CC=C2)C2=C(C=CC=C2)[C@H]([C@@H](CC)C2=NC=CC=C2)N (1S,2R)-1-[2-(benzo[d]isoxazol-3-yl)phenyl]-2-(pyridin-2-yl)butan-1-amine